1-(1-(4-(tert-butyl)benzyl)piperidin-4-yl)-5-methoxy-2-(trifluoromethyl)-1H-benzo[d]imidazole hydrochloride Cl.C(C)(C)(C)C1=CC=C(CN2CCC(CC2)N2C(=NC3=C2C=CC(=C3)OC)C(F)(F)F)C=C1